FC(C1(CCC1)CNC1CNCCC1)(F)F N-((1-(trifluoromethyl)cyclobutyl)methyl)piperidin-3-amine